BrCC=O 2-bromoacetaldehyde